N-[2-(3-bromo-6-cyclopropylpyridin-2-yl)-5-(2,6-difluoro-4-methoxyphenyl)-1-methyl-3-oxo-2,3-dihydro-1H-pyrazol-4-yl]-4-(difluoromethoxy)benzamide BrC=1C(=NC(=CC1)C1CC1)N1N(C(=C(C1=O)NC(C1=CC=C(C=C1)OC(F)F)=O)C1=C(C=C(C=C1F)OC)F)C